4-(4-(N-benzylbenzenesulfonylamino)-2-cyanophenyl)-N,N-dimethylpiperazine-1-carboxamide C(C1=CC=CC=C1)N(C1=CC(=C(C=C1)N1CCN(CC1)C(=O)N(C)C)C#N)S(=O)(=O)C1=CC=CC=C1